(3R,4R)-1-(cyclopropylsulfonyl)-4-((5-fluoro-7-(2-fluorophenyl)pyrrolo[2,1-f][1,2,4]triazin-2-yl)amino)piperidin-3-ol C1(CC1)S(=O)(=O)N1C[C@H]([C@@H](CC1)NC1=NN2C(C=N1)=C(C=C2C2=C(C=CC=C2)F)F)O